S1C=NC2=C1C=CC(=C2)N benzothiazol-5-amine